(3R,7R)-2-(4-chloro-3,5-difluorobenzoyl)-9-((R*)-1-(6-(2-hydroxypropan-2-yl)pyridin-3-yl)ethyl)-3,7-dimethyl-1,2,3,4,8,9-hexahydropyrido[4',3':3,4]pyrazolo[1,5-a]pyrazin-10(7H)-one ClC1=C(C=C(C(=O)N2CC=3C(=NN4C3C(N(C[C@H]4C)[C@H](C)C=4C=NC(=CC4)C(C)(C)O)=O)C[C@H]2C)C=C1F)F |o1:19|